BrC1=CC(=C2CN(C(C2=C1)=O)C=1C=C(C=CC1)C1=C(C=CC=C1)C1=NN=CN1C)C(F)(F)F 6-bromo-2-(2'-(4-methyl-4H-1,2,4-triazol-3-yl)-[1,1'-biphenyl]-3-yl)-4-(trifluoromethyl)isoindolin-1-one